9H-Fluoren-9-yl (S)-N-benzyl-P-(4-chlorophenyl)phosphonamidate C(C1=CC=CC=C1)N[P@](OC1C2=CC=CC=C2C=2C=CC=CC12)(=O)C1=CC=C(C=C1)Cl